C(=O)(O)CCOC=1C(=C(C2=CC=CC=C2C1)C1=CC=CC2=CC=CC=C12)OCCC(=O)O bis(2-carboxyethoxy)-1,1'-binaphthyl